CS(=O)(=O)[O-].C(CC)[N+]1=CC(=CC=C1)CCCC 1-Propyl-3-butylpyridinium methanesulfonate